N[C@H](C)C=1C(=C(C=CC1)C(C(C)O)(F)F)F 1-{3-[(1R)-1-aminoethyl]-2-fluorophenyl}-1,1-difluoropropan-2-ol